ClC1=NC=C(C(=N1)C=1C=C2C(=CC(=NC2=C(C1)F)C)C(F)F)F 6-(2-Chloro-5-fluoropyrimidin-4-yl)-4-(difluoromethyl)-8-fluoro-2-methylquinoline